(1-Cyclopropyl-4-piperidyl)amine C1(CC1)N1CCC(CC1)N